sodium tetradecyl sulfite S(=O)(OCCCCCCCCCCCCCC)[O-].[Na+]